carbazoyl nitrate [N+](=O)(OC(NN)=O)[O-]